2-ethyl-9,10-di-n-butoxyanthracene C(C)C1=CC2=C(C3=CC=CC=C3C(=C2C=C1)OCCCC)OCCCC